3-(4-(2-Methyl-1,3-dioxolan-2-yl)butoxy)pyrrolidine-1-carboxylic acid (R)-tert-butyl ester C(C)(C)(C)OC(=O)N1CC(CC1)OCCCCC1(OCCO1)C